ClC=1C(=C(C=CC1Cl)O)[C@@H]1CC=2N(C(=CN2)C2CCCC2)C1 (S)-3,4-dichloro-2-(3-cyclopentyl-6,7-dihydro-5H-pyrrolo[1,2-a]imidazol-6-yl)phenol